CC1=C(C(=O)N(CCN2CCN(CC2)CCC=2SC=CC2)C2=CC=CC=C2)C=CC=C1 2-Methyl-N-phenyl-N-(2-(4-(2-(thiophen-2-yl)ethyl)piperazin-1-yl)ethyl)benzamide